C12(CC(C1)C2)C=2N=C1N(C=C(C(=C1)OC(C)C)C(=O)OC)C2 Methyl 2-(bicyclo[1.1.1]pentan-1-yl)-7-isopropoxyimidazo[1,2-a]pyridine-6-carboxylate